NC1=C(C=CC=C1)S(=O)(=O)OCCCCCCCCCCCCCCCC hexadecyl aminobenzenesulfonate